4-((5-Phenyl-1-(4-(trifluoromethyl)benzyl)-1H-indazol-7-amido)methyl)benzoic acid C1(=CC=CC=C1)C=1C=C2C=NN(C2=C(C1)C(=O)NCC1=CC=C(C(=O)O)C=C1)CC1=CC=C(C=C1)C(F)(F)F